CN1C(C2(C3=C1C=NC=1C=CC=CC31)CCC2)=O 3'-methyl-2',3'-dihydrospiro[cyclobutane-1,1'-pyrrolo[2,3-c]quinolin]-2'-one